aminoisophthalic acid C1=CC(=C(C(=C1)C(=O)O)N)C(=O)O